4-ETHOXY-2-METHYLPHENYLBORONIC ACID C(C)OC1=CC(=C(C=C1)B(O)O)C